(R)-(tetrahydrofuran-3-yl)methylamine O1C[C@H](CC1)CN